3,4-dichlorophenyl 3-deoxy-3-[4-(5-fluoro-2-pyridinyl)-1H-1,2,3-triazol-1-yl]-1-thio-alpha-D-galactopyranoside FC=1C=CC(=NC1)C=1N=NN(C1)[C@@H]1[C@H]([C@@H](SC2=CC(=C(C=C2)Cl)Cl)O[C@@H]([C@@H]1O)CO)O